N-[(3-fluoropyridin-2-yl)methyl]-2-(2-{[2-(1H-imidazol-2-yl)ethyl]amino}ethyl)-[1,3]oxazolo[4,5-c]pyridin-4-amine FC=1C(=NC=CC1)CNC1=NC=CC2=C1N=C(O2)CCNCCC=2NC=CN2